Cl.ClC=1C(=C(C=CC1)NC1=NC=CC2=C(C(=CC=C12)C)[N+](=O)[O-])F N-(3-chloro-2-fluorophenyl)-6-methyl-5-nitroisoquinolin-1-amine Hydrochloride